t-butylglycine NC(C(C)(C)C)C(=O)O